C1C(=O)NC(=S)NC1=O 4,6-dihydroxy-2-thiopyrimidine